8-chloro-2-(2-methoxyethoxy)-3-methyl-1,5-naphthyridine ClC=1C=CN=C2C=C(C(=NC12)OCCOC)C